N-(4-(5-chloro-7-(cyclopentylamino)-1H-indole-2-yl)phenyl)methanesulfonamide ClC=1C=C2C=C(NC2=C(C1)NC1CCCC1)C1=CC=C(C=C1)NS(=O)(=O)C